C(C)C1CN(C1)C1=NN(C2=C1C=NC(=C2)C2=NNC=C2NC(=O)N2C1(CC1)CC(CC2)(C(F)(F)F)O)CC(C)(C)F N-(3-(3-(3-Ethylazetidin-1-yl)-1-(2-fluoro-2-methylpropyl)-1H-pyrazolo[4,3-c]pyridin-6-yl)-1H-pyrazol-4-yl)-7-hydroxy-7-(trifluoromethyl)-4-azaspiro[2.5]octane-4-carboxamide